2,4-dichloro-5-fluoroquinazoline ClC1=NC2=CC=CC(=C2C(=N1)Cl)F